(biphenylyl)(terphenylyl)(phenylcarbazolylphenyl)amine C1(=C(C=CC=C1)N(C1=C(C(=CC=C1)C1=CC=CC=C1)C1=CC=CC=2C3=CC=CC=C3NC12)C1=C(C=CC=C1)C=1C(=CC=CC1)C1=CC=CC=C1)C1=CC=CC=C1